ClCCCCOCCCCCCC 1-(4-chlorobutoxy)heptane